FC1=CC=C(CNS(=O)(=O)C=2C(=CC(=C(C2)OC)OC)C2=CC=C(C=C2)C(F)(F)F)C=C1 N-[4-fluorobenzyl]-4,5-dimethoxy-4'-(trifluoromethyl)-[1,1'-biphenyl]-2-sulfonamide